N-[1-hydroxy-3-(pyridin-2-yl)propan-2-yl]-2-methyl-5-[(pyridin-2-yl)methoxy]-2H-indazole-3-carboxamide OCC(CC1=NC=CC=C1)NC(=O)C=1N(N=C2C=CC(=CC12)OCC1=NC=CC=C1)C